C(C)OC1=NC=CC=C1C1=NC(=C(C=C1)N1[C@@H](CNCC1)CC)OCCN(C(OCC1=CC=CC=C1)=O)C benzyl N-[2-({2'-ethoxy-5-[(2R)-2-ethylpiperazin-1-yl]-[2,3'-bipyridin]-6-yl}oxy)ethyl]-N-methylcarbamate